2-(pyridin-2-yl)thiazole-5-carboxylic acid Ethyl ester C(C)OC(=O)C1=CN=C(S1)C1=NC=CC=C1